Butyl (3-(1-(6-chloropyridin-2-yl)-4-formyl-1H-pyrazol-3-yl)prop-2-yn-1-yl)carbamate ClC1=CC=CC(=N1)N1N=C(C(=C1)C=O)C#CCNC(OCCCC)=O